ClC1=C(N(N=C1C(F)(F)F)C1=CC(=CC=C1)C(N(C1=CC2=C(C(=NO2)C)C=C1)C)=O)COC1=CC=C(C(=O)OC(C)(C)C)C=C1 tert-Butyl 4-[[4-chloro-2-[3-[methyl-(3-methyl-1,2-benzoxazol-6-yl)carbamoyl]phenyl]-5-(trifluoromethyl) pyrazol-3-yl]methoxy]benzoate